[5-(tributylstannyl)-[1,2,4]triazolo[1,5-a]pyridin-7-yl]carbamic acid tert-butyl ester C(C)(C)(C)OC(NC1=CC=2N(C(=C1)[Sn](CCCC)(CCCC)CCCC)N=CN2)=O